Br.[N+](=O)([O-])C1=CC=C(C=C1)C[C@H](N)C=1N=C(SC1)C=1SC=CC1 (S)-2-(4-nitrophenyl)-1-[(2-thiophen-2-yl)thiazol-4-yl]ethan-amine hydrobromide salt